N1=C2C(=NC=C1C(=O)N)NC=CC2 5,8-dihydropyrido[2,3-b]pyrazine-2-carboxamide